(Z)-3,7-Dimethyl-nona-1,6-dien-3-ol CC(C=C)(CC\C=C(/CC)\C)O